ClC=1C=CC(=C(C1)S(=O)(=O)NC1=CC=2C=3N([C@@H](COC2N=C1)C)N=CC3)OC 5-chloro-2-methoxy-N-[(5R)-5-methyl-5,6-dihydropyrazolo[1,5-d]pyrido[3,2-f][1,4]oxazepin-10-yl]benzenesulfonamide